(2R,3S,5S)-N-(3-carbamoyl-4-fluoro-phenyl)-3-(3,4-difluoro-2-methoxy-phenyl)-5-methyl-5-(trifluoromethyl)tetrahydrofuran-2-carboxamide C(N)(=O)C=1C=C(C=CC1F)NC(=O)[C@@H]1O[C@@](C[C@H]1C1=C(C(=C(C=C1)F)F)OC)(C(F)(F)F)C